methyl 7-fluoro-4-hydroxy-3-methylimidazo[1,5-a]quinoxaline-8-carboxylate FC=1C=C2N=C(C=3N(C2=CC1C(=O)OC)C=NC3C)O